OCC1O[C@H]([C@H]2[C@@H]1OC(O2)(C)C)N2C1=NC=NC(=C1N=C2)NC(C2=CC=CC=C2)=O N-(9-((3aR,4R,6aR)-6-(hydroxymethyl)-2,2-dimethyltetrahydrofurano[3,4-d][1,3]dioxol-4-yl)-9H-purin-6-yl)benzamide